6-fluoro-7-(8-methyl-2,3-dihydro-1H-pyrido[2,3-b][1,4]oxazin-7-yl)-N~2~-(2-methylpyridin-3-yl)quinazoline-2,5-diamine FC1=C(C=2C=NC(=NC2C=C1C1=C(C2=C(OCCN2)N=C1)C)NC=1C(=NC=CC1)C)N